[K].C1CCC2=C(C=3CCCC3C=C12)NC(=O)NS(=O)(=O)N1C2CN(CC1CC2)C N-((1,2,3,5,6,7-Hexahydro-s-indacen-4-yl)carbamoyl)-3-methyl-3,8-diazabicyclo[3.2.1]octane-8-sulfonamide, potassium salt